IC1=C(C(C(=O)NC2=C(C=CC(=C2)C(C(F)(F)F)(C(F)(F)F)F)C)=CC=C1)C(=O)NC(CS(=O)(=O)C)(C)C 3-iodo-N'-(2-methylsulfonyl-1,1-dimethylethyl)-N-{4-[1,2,2,2-tetrafluoro-1-(trifluoromethyl)ethyl]-o-tolyl}phthalamide